3-bromo-5-chloro-4-((1-methyl-1H-benzo[d][1,2,3]triazol-5-yl)oxy)aniline BrC=1C=C(N)C=C(C1OC1=CC2=C(N(N=N2)C)C=C1)Cl